4-(2-(6-Chloroimidazo[1,2-a]pyrazin-3-yl)pyrimidin-4-yl)-3-methyl-2-(1H-pyrazol-4-yl)morpholine ClC=1N=CC=2N(C1)C(=CN2)C2=NC=CC(=N2)N2C(C(OCC2)C=2C=NNC2)C